NC1=C(C(=O)NC([2H])([2H])[2H])C=CC=C1 2-amino-N-(trideuteriomethyl)benzamide